C(C)(C)(C)[Si](OCC1=C(C=CC(=C1)[N+](=O)[O-])B1OC(C(O1)(C)C)(C)C)(C)C tert-butyldimethyl((5-nitro-2-(4,4,5,5-tetramethyl-1,3,2-dioxaborolan-2-yl)benzyl)oxy)silane